sodium peroxy monosulfate S1(=O)(=O)OOOO1.[Na]